5-chloro-N-(3-(2,4-difluorophenyl)-1-oxo-1-(2-oxo-1,2-dihydropyridin-4-yl)propan-2-yl)-1H-indole-2-carboxamide ClC=1C=C2C=C(NC2=CC1)C(=O)NC(C(C1=CC(NC=C1)=O)=O)CC1=C(C=C(C=C1)F)F